C(=O)OOC1(C(C1)C(C)(C)C)C1=CC=CC=C1 t-butyl-1-phenylcyclopropyl peroxycarboxylate